[Pb].C(CCCCCCCCCCCCCCC(C)C)(=O)OCCCCCCCCCCCCCCCC(C)C isostearyl isostearate lead